(mesitylamino)pyridine 1-oxide C1(=C(C(=CC(=C1)C)C)NC1=[N+](C=CC=C1)[O-])C